Br.N1=CN=C(C=C1)O pyrimidin-4-ol hydrobromide